C(C)(C)(C)N1CCC(CC1)N1CCC(CC1)CC1=CC2=C(N(C(N2C)=O)C2C(NC(CC2)=O)=O)C=C1 Tert-butyl-4-[4-[[1-(2,6-dioxo-3-piperidyl)-3-methyl-2-oxo-benzimidazol-5-yl]methyl]-1-piperidyl]piperidine